2-({3-[(1,3-Dimethyl-azetidin-3-yl)-hydroxy-(4-trifluoromethoxy-phenyl)-methyl]-phenyl}-methyl-amino)-ethanol CN1CC(C1)(C)C(C=1C=C(C=CC1)N(CCO)C)(C1=CC=C(C=C1)OC(F)(F)F)O